N1(CCC1)C=1C2=C(N=CN1)C1=C(O2)N=C(C(=C1C)Cl)C 4-(azetidin-1-yl)-8-chloro-7,9-dimethyl-pyrido[3',2':4,5]furo[3,2-d]pyrimidine